BrC(=C)CCC=C 2-bromo-1,5-hexadiene